2-acrylamido-2-ethylpropanesulfonic acid sodium salt [Na+].C(C=C)(=O)NC(CS(=O)(=O)[O-])(C)CC